N-ethoxy-4-((2-(N-methyl-methanesulfonamido)-4-morpholinophenyl)amino)-6-(pyrazin-2-ylamino)nicotinamide C(C)ONC(C1=CN=C(C=C1NC1=C(C=C(C=C1)N1CCOCC1)N(S(=O)(=O)C)C)NC1=NC=CN=C1)=O